5-[(3S)-2-[trans-4-[[tert-butyl(dimethyl)silyl]oxymethyl]cyclohexanecarbonyl]isoxazolidin-3-yl]pyridine-3-carbonitrile [Si](C)(C)(C(C)(C)C)OC[C@@H]1CC[C@H](CC1)C(=O)N1OCC[C@H]1C=1C=C(C=NC1)C#N